(±)-3-(7-Methyl-1H-indazol-5-yl)-2-{[4-(2-oxo-1,4-dihydro-2H-quinazolin-3-yl)-piperidine-1-carbonyl]-amino}-propionic acid methyl ester COC([C@@H](CC=1C=C2C=NNC2=C(C1)C)NC(=O)N1CCC(CC1)N1C(NC2=CC=CC=C2C1)=O)=O |r|